(S)-6-(4-(1-acetyl-4-acryloylpiperazin-2-yl)-6-chloropyridin-2-yl)-N-methyl-2-(methylthio)pyrimidine-4-carboxamide C(C)(=O)N1[C@H](CN(CC1)C(C=C)=O)C1=CC(=NC(=C1)Cl)C1=CC(=NC(=N1)SC)C(=O)NC